m-Butylaniline C(CCC)C=1C=C(N)C=CC1